((3-(trifluoromethyl)phenyl)carbamoyl)amide FC(C=1C=C(C=CC1)NC(=O)[NH-])(F)F